5-(2-{5-chloro-2-oxo-1,2-dihydrospiro[indole-3,4'-piperidin]-1'-yl}ethoxy)pyrimidine-2-carbonitrile ClC=1C=C2C(=CC1)NC(C21CCN(CC1)CCOC=1C=NC(=NC1)C#N)=O